N1C(=S)N=C(N)C=C1 2-Thiocytosin